(6-((2-(trifluoromethyl)-5,6,7,8-tetrahydroimidazo[1,2-a]pyridin-7-yl)methoxy)pyridin-3-yl)methanamine FC(C=1N=C2N(CCC(C2)COC2=CC=C(C=N2)CN)C1)(F)F